5-(6-Chloro-5-((1S,2S)-2-(perfluoroethyl)cyclopropyl)pyridazin-3-yl)pyrimidine-2,4(1H,3H)-dione ClC1=C(C=C(N=N1)C=1C(NC(NC1)=O)=O)[C@@H]1[C@H](C1)C(C(F)(F)F)(F)F